6-[2-(4-benzo[d]isoxazol-3-yl-piperidin-1-yl)-ethyl]-6H-imidazo[1,2-c]pyrimidin-5-one O1N=C(C2=C1C=CC=C2)C2CCN(CC2)CCN2C(N1C(C=C2)=NC=C1)=O